4-(4-amino-butyl)-piperazine-1-carboxylate NCCCCN1CCN(CC1)C(=O)[O-]